COC(C(CNS(=O)(=O)C=1C=2C3=C(C(N(C3=CC1)CC)=O)C=CC2)CC)=O ethyl-3-(1-ethyl-2-oxo-1,2-dihydrobenzo[cd]indole-6-sulfonamido)propionic acid methyl ester